OC1=C(C(CC2(C(C3=CC4=CC(=CC(=C4C(=C3C(C12O)=O)O)O)OC)O)O)=O)C(=O)N 1,4a,5,10,11,12a-hexahydroxy-8-methoxy-3,12-dioxo-4,5-dihydrotetracene-2-carboxamide